CS(=O)(=O)[O-].C(CCC)[N+]1=CC=C(C=C1)CCC 1-Butyl-4-propylpyridinium methansulfonat